Methyl (S)-4-((2-(((R)-6-(benzyloxy)hexan-2-yl)oxy)-6-methylpyridin-3-yl)sulfonyl)morpholine-3-carboxylate C(C1=CC=CC=C1)OCCCC[C@@H](C)OC1=NC(=CC=C1S(=O)(=O)N1[C@@H](COCC1)C(=O)OC)C